1-Methyl-4-(4'-methyl-6-nitro-2',3',4',5'-tetrahydro-[1,1'-biphenyl]-3-yl)piperazine CN1CCN(CC1)C=1C=C(C(=CC1)[N+](=O)[O-])C=1CCC(CC1)C